6-fluoro-4-hydroxy-1-methyl-2-oxo-1,2-dihydroquinoline-3-carboxylic acid ethyl ester C(C)OC(=O)C=1C(N(C2=CC=C(C=C2C1O)F)C)=O